((3-fluoro-5-(oxiran-2-yl)phenyl)ethynyl)trimethylsilane FC=1C=C(C=C(C1)C1OC1)C#C[Si](C)(C)C